ClC=1C=C(C=CC1O)C=CC(=O)C1=CC=C(C=C1)OC(F)F 3-(3-Chloro-4-hydroxyphenyl)-1-[4-(difluoromethoxy)phenyl]prop-2-en-1-one